C1OCC12CC(C2)NC(C)=O N-(2-oxaspiro[3.3]hept-6-yl)acetamide